[C-]#N.C(CCCCCCCC)[N+]1=CC=C(C=C1)CC 1-nonyl-4-ethylpyridinium cyanide salt